(S)-3-(5-(4-((1-(4-((1'R,4'S)-7'-hydroxy-1'-methylspiro[cyclohexane-1,3'-isochroman]-4'-yl)phenyl)piperidin-4-yl)methyl)piperazin-1-yl)-1-oxoisoindolin-2-yl)piperidine-2,6-dione OC1=CC=C2[C@@H](C3(O[C@@H](C2=C1)C)CCCCC3)C3=CC=C(C=C3)N3CCC(CC3)CN3CCN(CC3)C=3C=C1CN(C(C1=CC3)=O)[C@@H]3C(NC(CC3)=O)=O